ClC1=C(C=CC(=C1I)F)NS(=O)(=O)N1C[C@@H](CC1)F (R)-N-(2-chloro-4-fluoro-3-iodophenyl)-3-fluoropyrrolidine-1-sulfonamide